CC(C(=O)[O-])(C)C1=CC=CC=C1 α,α-dimethylphenylacetate